7-(2-bromo-1-hydroxyethyl)-9-fluoro-1,3,4,5-tetrahydro-2H-benzo[b]azepin-2-one BrCC(O)C1=CC2=C(NC(CCC2)=O)C(=C1)F